methyl (3S)-1-[(2R)-2-[4-(2-chloro-4-fluoro-phenyl)-2-oxo-chromen-7-yl]oxypropanoyl]pyrrolidine-3-carboxylate ClC1=C(C=CC(=C1)F)C1=CC(OC2=CC(=CC=C12)O[C@@H](C(=O)N1C[C@H](CC1)C(=O)OC)C)=O